[Cl-].[Cl-].C[Si](C)(C)CC(CC1(C=CC=C1)[Hf+2]C1C(=C(C(=C1C)C)C)C)=C [(2-trimethylsilylmethylallyl)cyclopentadienyl](2,3,4,5-tetramethylcyclopentadienyl)hafnium dichloride